FC(OC1=CC=C(C=C1)C=1C=C(C(=NC1)OC)N)F 5-(4-(difluoromethoxy)phenyl)-2-methoxypyridin-3-amine